FC1=CC=C(C=C1)C=1C(=CC=2N(C1)C(NN2)=O)OCC2=NN(C=C2)C(C)C 6-(4-fluorophenyl)-7-((1-isopropyl-1H-pyrazol-3-yl)methoxy)-[1,2,4]triazolo[4,3-a]pyridin-3(2H)-one